OC(=O)[C@@H]([C@@](O)([C@@](O)([C@H](O)C(O)C(C)=O)C(C)=O)C(C)=O)C(F)(F)F |&1:3| (1S,2R/S,3R,4S,5R)-1-hydroxy-2-deoxy-2-trifluoromethyl-3,4,6-tris(acetyl)-glucose